C(#N)C=1C=C2C(=CNC2=CC1)CCCN1CCN(CC1)C(=O)C=1C=C(C=CC1OCC)S(=O)(=O)NC 3-[4-[3-(5-cyano-1H-indol-3-yl)propyl]piperazine-1-carbonyl]-4-ethoxy-N-methylbenzenesulfonamide